5-(3-Bromo-8-((1S,2S)-2-(difluoromethyl)cyclopropyl)imidazo[1,2-b]pyridazin-6-yl)pyrimidine-2,4(1H,3H)-dione BrC1=CN=C2N1N=C(C=C2[C@@H]2[C@H](C2)C(F)F)C=2C(NC(NC2)=O)=O